(E)-1-(but-2-en-2-yl)-4-methoxy-2-nitrobenzene C/C(=C\C)/C1=C(C=C(C=C1)OC)[N+](=O)[O-]